C(CC(=O)O)[C@@H](C(=O)O)N γ-L-glutamic acid